BrC1=C(C(=CC(=C1)[N+](=O)[O-])C(F)(F)F)NC1CC(C1)(O)C (cis)-3-[2-bromo-4-nitro-6-(trifluoromethyl)phenylamino]-1-methylcyclobutanol